C1(CC1)CN(C=1C=CC(=NC1)C1=NC=CC(=C1)C1=NOC(=N1)C(F)(F)F)C N-(Cyclopropylmethyl)-N-methyl-4'-(5-(trifluoromethyl)-1,2,4-oxadiazol-3-yl)-[2,2'-bipyridin]-5-amine